(1S,4S)-5-[(7S)-3-[3-(4-Pyridin-2-ylphenyl)-1H-pyrrolo[2,3-b]pyridin-5-yl]-6,7,8,9-tetrahydro-5H-benzo[7]annulen-7-yl]-2-oxa-5-azabicyclo[2.2.1]heptane N1=C(C=CC=C1)C1=CC=C(C=C1)C1=CNC2=NC=C(C=C21)C2=CC1=C(CC[C@@H](CC1)N1[C@@H]3CO[C@H](C1)C3)C=C2